CC1(O[C@@H]2[C@H](O1)[C@H](C[C@@H]2O)C2=CC(=CC=C2)C=2C=NN(C2)C2OCCCC2)C (3aS,4S,6R,6aR)-2,2-dimethyl-6-(3-(1-(tetrahydro-2H-pyran-2-yl)-1H-pyrazol-4-yl)phenyl)tetrahydro-4H-cyclopenta[d][1,3]dioxol-4-ol